COC=1C=C2C(=NC=NC2=CC1OC)N1N=C(N=C1N)C1=NC=CC=C1 2-(6,7-dimethoxyquinazolin-4-yl)-5-pyridin-2-yl-1,2,4-triazol-3-amine